ClC=1C=2C(=N[C@H](C3=NC(=NN3C2C=NC1C(F)(F)F)C(=O)O)C)C1=C(C=CC=C1F)F (7S)-11-chloro-9-(2,6-difluorophenyl)-7-methyl-12-(trifluoromethyl)-2,3,5,8,13-pentaazatricyclo[8.4.0.02,6]tetradec-1(10),3,5,8,11,13-hexa-ene-4-carboxylic acid